ClC1=CC2=C(N=CNC2=O)N1C1=CC=C(C=C1)[C@@H]1N(CCOC1)C(=O)OC(C)(C)C tert-Butyl (S)-3-(4-(6-chloro-4-oxo-3,4-dihydro-7H-pyrrolo[2,3-d]pyrimidin-7-yl)phenyl)morpholine-4-carboxylate